diallyl 2,3-dimethylmaleate C/C(/C(=O)OCC=C)=C(/C(=O)OCC=C)\C